C[N+](C)(C)[C@@H](CCSC)C(=O)O N,N,N-trimethylmethionine